ClC=1C(=CC=C2N=CC(=NC12)C=1C=NN(C1)[C@@H]1[C@H](CN(CC1)C1COC1)F)OC=1C=CC2=C(N(C(=N2)C)COCC[Si](C)(C)C)C1 8-Chloro-2-(1-((3S,4S)-3-fluoro-1-(oxetan-3-yl)piperidin-4-yl)-1H-pyrazol-4-yl)-7-((2-methyl-1-((2-(trimethylsilyl)ethoxy)methyl)-1H-benzo[d]imidazol-6-yl)oxy)quinoxaline